2-bromo-5-(4-cyclohexylphenyl)-N,N-dimethyl-7-oxo-4,7-dihydropyrazolo[1,5-a]pyrimidine-3-carboxamide BrC1=NN2C(NC(=CC2=O)C2=CC=C(C=C2)C2CCCCC2)=C1C(=O)N(C)C